propionic acid succinimidyl ester C1(CCC(N1OC(CC)=O)=O)=O